N-[4-chloro-3-[(2-methyl-3-oxocyclopenten-1-yl)amino]phenyl]naphthalene-1-carboxamide ClC1=C(C=C(C=C1)NC(=O)C1=CC=CC2=CC=CC=C12)NC1=C(C(CC1)=O)C